C[C@H]1[C@H]([C@H]([C@H]([C@@H](O1)O[C@H]2[C@@H]([C@H](O[C@H]([C@@H]2O)OCCCCCN)CO)O)OC(=O)C)O[C@H]3[C@@H]([C@H]([C@@H]([C@H](O3)CO)O)O[C@H]4[C@@H]([C@@H]([C@@H]([C@@H](O4)C)OC(=O)C)OC)OC(=O)C)O)O The molecule is a tetrasaccharide derivative consisting of a beta-D-glucosyl residue glycosidically linked to a 5-aminopentyl group and which carries at O-3 a 2,4-di-O-acetyl-6-deoxy-3-O-methyl-alpha-L-talosyl-(1->3)-beta-D-glucosyl-(1->3)-2-O-acetyl-6-deoxy-alpha-L-talosyl trisaccharide unit. It is a tetrasaccharide derivative and a glycoside.